(NE)-N-(cyclobutylmethylene)-4-methyl-benzenesulfinamide C1(CCC1)\C=N\S(=O)C1=CC=C(C=C1)C